FC=1C(=C(C=C(C1)C(C)C)[C@H](C(=O)O)N1C[C@@H](CC1)OCCCCC[C@@H]1NC2=NC=CC=C2CC1)OC (R)-2-(3-fluoro-5-isopropyl-2-methoxyphenyl)-2-((R)-3-((5-((S)-1,2,3,4-tetrahydro-1,8-naphthyridin-2-yl)pentyl)oxy)pyrrolidin-1-yl)acetic acid